(R)-2-Amino-3-Phenylpropyl Carbamate C(N)(OC[C@@H](CC1=CC=CC=C1)N)=O